(S)-1-cyano-N-(6-(2,6-dimethylphenyl)benzo[d]thiazol-2-yl)pyrrolidine-3-carboxamide C(#N)N1C[C@H](CC1)C(=O)NC=1SC2=C(N1)C=CC(=C2)C2=C(C=CC=C2C)C